5-bromo-6-(((hydroxyamino)methylidene)amino)-3-methylpyridine-2-carboxylic acid methyl ester COC(=O)C1=NC(=C(C=C1C)Br)N=CNO